4-((R)-4-ethyl-2,5-dioxo-imidazolidin-4-yl)benzoic acid C(C)[C@@]1(NC(NC1=O)=O)C1=CC=C(C(=O)O)C=C1